1-(9-Butyl-1-methyl-beta-carbolin-6-yl)-3-(4-chlorophenyl)thiourea C(CCC)N1C2=CC=C(C=C2C=2C=CN=C(C12)C)NC(=S)NC1=CC=C(C=C1)Cl